Isotridecyl Isononanoat C(CCCCCC(C)C)(=O)OCCCCCCCCCCC(C)C